COC=1C=CC=2C3=C(N(C2C1)S(=O)(=O)C1=CC=C(C)C=C1)CCNC3 7-methoxy-5-tosyl-2,3,4,5-tetrahydro-1H-pyrido[4,3-b]indole